C(C)N(C(=O)C1=C(C=CC(=C1)F)N1C=C(C=2C1=CN=CC2)C(=O)C2CCN(CC2)C(=O)OC(C)(C)C)C(C)C tert-Butyl 4-(1-(2-(ethyl(isopropyl)carbamoyl)-4-fluorophenyl)-1H-pyrrolo[2,3-c]pyridine-3-carbonyl)piperidine-1-carboxylate